(1R,9R)-6-(5-chloro-6-methyl-1H-indazol-4-yl)-10,10-dimethyl-4-(2-(2-propenoyl)-2,6-diazaspiro[3.4]octan-6-yl)-3-azatricyclo[7.1.1.02,7]undeca-2,4,6-triene-5-carbonitrile ClC=1C(=C2C=NNC2=CC1C)C=1C(=C(N=C2[C@H]3C([C@@H](CC12)C3)(C)C)N3CC1(CN(C1)C(C=C)=O)CC3)C#N